C(C)(C)(C)OC(=O)N1CC(C1)(C=1OC=NN1)C 3-methyl-3-(1,3,4-oxadiazol-2-yl)azetidine-1-carboxylic acid tert-butyl ester